1-bromo-3,4-bis(chloromethyl)-2-fluorobenzene BrC1=C(C(=C(C=C1)CCl)CCl)F